COC([C@@H](C)OC1=NN(C(=C1)C=1C=NC(=CC1)F)C1=NC=CC=C1F)=O methyl-(2R)-2-{[1-(3-fluoropyridin-2-yl)-5-(6-fluoropyridin-3-yl)-1H-pyrazole-3-yl]oxy}propanoate